1-butyl-3-methylimidazolium tetra-fluoroborate F[B-](F)(F)F.C(CCC)N1C=[N+](C=C1)C